1-(4-chloro-2,6-difluorophenyl)-3-cyclopropylpropan-1-ol ClC1=CC(=C(C(=C1)F)C(CCC1CC1)O)F